4,5'-difluoro-[1,1'-biphenyl] FC1=CC=C(C=C1)C1=CC=CC(=C1)F